2-n-propoxybenzaldehyde CCCOC1=CC=CC=C1C=O